para-chlorophenoxyacetic acid ClC1=CC=C(OCC(=O)O)C=C1